1-(2-bromo-1-(4-butylphenyl)vinyl)benzimidazole BrC=C(C1=CC=C(C=C1)CCCC)N1C=NC2=C1C=CC=C2